NCC=1C=C(CO)C=CC1 3-(aminomethyl)benzyl alcohol